isopropyl (S)-2-((S)-2-(adamantane-1-carboxamido)-6-(3-oxomorpholino) hexanamido)-6-diazo-5-oxohexanoate C12(CC3CC(CC(C1)C3)C2)C(=O)N[C@H](C(=O)N[C@H](C(=O)OC(C)C)CCC(C=[N+]=[N-])=O)CCCCN2C(COCC2)=O